2-((methylsulfonyl) oxy)-3,3-diphenylpropyl 5-(benzyloxy)-4-oxo-1-((2-(trimethylsilyl) ethoxy) methyl)-1,4-dihydropyridazine-3-carboxylate C(C1=CC=CC=C1)OC=1C(C(=NN(C1)COCC[Si](C)(C)C)C(=O)OCC(C(C1=CC=CC=C1)C1=CC=CC=C1)OS(=O)(=O)C)=O